C1(CC1)C1=NC=C(C#N)C=C1 6-cyclopropylnicotinonitrile